OC1(CC(C1)C(=O)N1CC2(C1)C[C@@H](CC2)C2=CC=C(C=C2)OC(F)(F)F)C |r| (rac)-((1s,3s)-3-hydroxy-3-methylcyclobutyl)(6-(4-(trifluoromethoxy)phenyl)-2-azaspiro[3.4]octan-2-yl)methanone